3-benzyl 6-(tert-butyl) (1S,5R)-3,6-diazabicyclo[3.2.2]nonane-3,6-dicarboxylate [C@H]12CN(C[C@H](N(C1)C(=O)OC(C)(C)C)CC2)C(=O)OCC2=CC=CC=C2